(R)-4-(difluoromethyl)-6-fluoro-N-(8-fluoro-6-oxo-1,2,3,4,5,6-hexahydrobenzo[c][1,7]naphthyridin-1-yl)-N-methyl-1H-indole-2-carboxamide FC(C1=C2C=C(NC2=CC(=C1)F)C(=O)N(C)[C@@H]1C=2C3=C(C(NC2CNC1)=O)C=C(C=C3)F)F